The molecule is a member of the class of thromboxanes that is carbocyclic thromboxane A2 carrying an additional hydroxy substituent at position 18. It is a bridged compound, a cyclic ether, a diol, a hydroxy monocarboxylic acid, a secondary allylic alcohol and a thromboxane. It derives from a carbocyclic thromboxane A2. It is a conjugate acid of a 18-hydroxycarbocyclic thromboxane A2(1-). CCC(CC[C@@H](/C=C/[C@@H]1[C@H](C2CC(C2)O1)C/C=C\\CCCC(=O)O)O)O